(1E,3E,5E,7E,9E)-1,10-diphenyldeca-1,3,5,7,9-pentaene C1(=CC=CC=C1)\C=C\C=C\C=C\C=C\C=C\C1=CC=CC=C1